7-(dimethyl-(octadecyl)silyl)heptanamide C[Si](CCCCCCC(=O)N)(CCCCCCCCCCCCCCCCCC)C